C(C)N1C(N(C(C12CCN(CC2)CC2CCOCC2)=O)C2=CC(=C(C=C2)OC)C(F)(F)F)=O 1-ethyl-3-(4-methoxy-3-(trifluoromethyl)phenyl)-8-((tetrahydro-2H-pyran-4-yl)methyl)-1,3,8-triazaspiro[4.5]decane-2,4-dione